1-hydroxyethyl-3-vinylimidazole bromide salt [Br-].OC(C)C1=NC=CN1C=C